ClC=1C=C(C=C2C(=C(C=NC12)C#N)NCC(C)(C)C)N[C@@H](C1=C2C=CC=NC2=C(C=C1)F)C=1N=NN(C1)C1(CC1)C(F)F (S)-8-chloro-6-(((1-(1-(difluoromethyl)cyclopropyl)-1H-1,2,3-triazol-4-yl)(8-fluoroquinolin-5-yl)methyl)amino)-4-(neopentylamino)quinoline-3-carbonitrile